C(C)(C)(C)OC(=O)N1C(C2=CC=C(C=C2C1)C(F)F)COC.CONC O,N-dimethyl-hydroxylamine tert-butyl-5-(difluoromethyl)-1-(methoxymethyl)isoindoline-2-carboxylate